2-(4-(Chloromethyl)phenyl)-10-fluoro-3-phenyl-5H-imidazo[1,2-c]pyrido[3,2-e][1,3]oxazine ClCC1=CC=C(C=C1)C=1N=C2N(COC3=C2C(=CC=N3)F)C1C1=CC=CC=C1